[Y].CC1=C(C(=C(C1(C)C(C1(C(=C(C(=C1C)C)C)C)C)C1OCCC1)C)C)C bis(pentamethylcyclopentadienyl)methyltetrahydrofuran yttrium